4-(4-acetylphenyl)-N-[2-(1-benzylpiperidin-4-yl)ethyl]piperazine-1-carboxamide C(C)(=O)C1=CC=C(C=C1)N1CCN(CC1)C(=O)NCCC1CCN(CC1)CC1=CC=CC=C1